(2-AZIDO-2-DEOXY-α-D-GALACTOPYRANOSYL)-L-SERINE BENZYL ESTER C(C1=CC=CC=C1)OC([C@@H](N[C@@H]1[C@@H]([C@@H](O)[C@@H](O)[C@H](O1)CO)N=[N+]=[N-])CO)=O